OC=1C=C(C2=CC=CC=C2C1)C=1C=CC2=C(N(C=N2)C2CN(CC2)C(C=C)=O)C1 1-(3-(6-(3-hydroxynaphthalen-1-yl)-1H-benzo[d]imidazol-1-yl)pyrrolidin-1-yl)prop-2-en-1-one